C(C)OC(\C(\C(C(=O)OCC)=O)=C/N(C)C)=O (2Z)-2-[(dimethylamino)methylene]-3-oxosuccinic acid 1,4-diethyl ester